4-(4-(trifluoromethyl)phenyl)piperidin-4-ol FC(C1=CC=C(C=C1)C1(CCNCC1)O)(F)F